N1(N=CC=C1)C1=CC=C(CC2=C3C(=NC(=C2)C(=O)N[C@@H]2[C@H](COCC2)O)CCO3)C=C1 7-(4-(1H-pyrazol-1-yl)benzyl)-N-((3R,4S)-3-hydroxytetrahydro-2H-pyran-4-yl)-2,3-dihydrofuro[3,2-b]pyridine-5-carboxamide